C(C(Cl)Cl)Cl 1,2-trichloroethane